CC1=C(C=CC=C1C)N1C[C@H](N(CC1)C(CN1N=C(C2=C1C[C@@H]1[C@H]2C1)C(=O)N1CCC(CC1)O)=O)C 1-[(2R)-4-(2,3-dimethylphenyl)-2-methylpiperazin-1-yl]-2-[(3bR,4aR)-3-(4-hydroxypiperidine-1-carbonyl)-3b,4,4a,5-tetrahydro-1H-cyclopropa[3,4]cyclopenta[1,2-c]pyrazol-1-yl]ethan-1-one